CC1(CC(C(N1)=O)=C)C 5,5-dimethyl-3-methylidenepyrrolidin-2-one